CC1NC(C2=CC(=CC=C2C1)NC1COC1)=O 3-methyl-7-(oxetan-3-ylamino)-3,4-dihydroisoquinolin-1(2H)-one